C1(=CC=CC=C1)P(CCN)C1=CC=CC=C1 2-(Diphenylphosphanyl)ethylamine